3-(1-methyl-6-(((S)-piperidin-3-yl)methoxy)-1H-indazol-3-yl)piperidine-2,6-dione CN1N=C(C2=CC=C(C=C12)OC[C@@H]1CNCCC1)C1C(NC(CC1)=O)=O